3-(4-bromo-3-methoxyphenyl)-4-methylpyridazine BrC1=C(C=C(C=C1)C=1N=NC=CC1C)OC